(E)-1-(4-(2,2-difluorobenzo[d][1,3]dioxole-5-carbonyl)piperazin-1-yl)-3-(pyridin-4-yl)prop-2-en-1-one FC1(OC2=C(O1)C=CC(=C2)C(=O)N2CCN(CC2)C(\C=C\C2=CC=NC=C2)=O)F